COC(=O)C1CCN(CC1)S(=O)(=O)C 1-(Methylsulfonyl)piperidine-4-carboxylic acid methyl ester